FC1=C(C(=CC=C1F)F)CCC 1-(2,3,6-trifluoro-phenyl)propane